FC(OC1(CCC1)C(=O)Cl)(F)F 3-cis-(trifluoromethoxy)cyclobutanecarbonyl chloride